C1(=CC=CC=C1)C=1C=CN=NC1 5-phenylpyridazin